R-pyridine-2,3-dicarboxylic acid dimethyl ester COC(=O)C1=NC=CC=C1C(=O)OC